3-(3,4,5-trihydroxyphenyl)-1,2,3,4-tetrahydronaphthalen-2-yl 3,4,5-trihydroxybenzoate OC=1C=C(C(=O)OC2CC3=CC=CC=C3CC2C2=CC(=C(C(=C2)O)O)O)C=C(C1O)O